2-Amino-N-(2-(cyclooct-2-yn-1-yloxy)ethyl)acetamide NCC(=O)NCCOC1C#CCCCCC1